ClC1=C2C=NC(=NC2=CC(=C1)Cl)C 5,7-dichloro-2-methylquinazoline